6'-(((1S,3S)-3-((5-(Difluoromethoxy)pyrazin-2-yl)amino)cyclopentyl)amino)-2-oxo-2H-[1,3'-bipyridine]-3-carbonitrile FC(OC=1N=CC(=NC1)N[C@@H]1C[C@H](CC1)NC1=CC=C(C=N1)N1C(C(=CC=C1)C#N)=O)F